NC1=C2C(=NC=N1)N(N=C2C#CC2=CC1=C(S2)C(=CC(=C1)C)OC)[C@@H]1CN(CC1)C(C=C)=O (S)-1-(3-(4-amino-3-((7-methoxy-5-methylbenzo[b]thiophen-2-yl)ethynyl)-1H-pyrazolo[3,4-d]pyrimidin-1-yl)pyrrolidin-1-yl)prop-2-en-1-one